[Br-].C(CCCCCC)[P+](CCCCCCC)(CCCCCCC)CCCCCCC tetra-normal heptylphosphonium bromide